C(/C1=CC=CC=C1)=N\N1C(N([C@H](C1)C)[C@@]1(CN2C([C@H]([C@@H]2S1)NC(CC1=CC=CC=C1)=O)=O)C(=O)OC(C1=CC=CC=C1)C1=CC=CC=C1)=O |&1:19| benzhydryl (3R,SR,6R)-3-((S)-3-(((E)-benzylidene)amino)-5-methyl-2-oxoimidazolidin-1-yl)-7-oxo-6-(2-phenylacetamido)-4-thia-1-azabicyclo[3.2.0]heptane-3-carboxylate